1-(6Z,9Z,12Z-octadecatrienoyl)-2-(7Z,10Z,13Z,16Z-docosatetraenoyl)-glycero-3-phosphocholine CCCCC/C=C\C/C=C\C/C=C\CCCCC(=O)OC[C@H](COP(=O)([O-])OCC[N+](C)(C)C)OC(=O)CCCCC/C=C\C/C=C\C/C=C\C/C=C\CCCCC